azido-mannose N(=[N+]=[N-])C(=O)[C@@H](O)[C@@H](O)[C@H](O)[C@H](O)CO